FC(C(=O)O)(F)F.N1(CCNCC1)C1=C2C=CNC2=CC=C1 4-(piperazin-1-yl)-1H-indole trifluoroacetate